N-(3-Cyano-5-(cyclohexylmethyl)-4,5,6,7-tetrahydrothieno[3,2-c]pyridin-2-yl)-2-(4-(methylsulfonamido)phenyl)-acetamid C(#N)C1=C(SC2=C1CN(CC2)CC2CCCCC2)NC(CC2=CC=C(C=C2)NS(=O)(=O)C)=O